C1(=CC=CC=C1)P(C1=CC=C(C=C1)OC)=O phenyl-(4-methoxyphenyl)phosphine oxide